COC/C=C/C(=O)N (E)-4-methoxybut-2-enamide